(4-bromo-6-methyl-7-oxo-6,7-dihydrothieno[2,3-c]pyridin-2-yl)methyl methanesulfonate CS(=O)(=O)OCC1=CC2=C(C(N(C=C2Br)C)=O)S1